CCCC/C=C/C=O HEPTENAL